C12CC2C1 (1s,3s)-bicyclo[1.1.0]Butane